4-(4-((1R,5S)-3,8-diazabicyclo[3.2.1]octan-3-yl)-6-(2-chlorophenoxy)-2-(((S)-1-methylpyrrolidin-2-yl)methoxy)quinazolin-7-yl)naphthalen-2-ol [C@H]12CN(C[C@H](CC1)N2)C2=NC(=NC1=CC(=C(C=C21)OC2=C(C=CC=C2)Cl)C2=CC(=CC1=CC=CC=C21)O)OC[C@H]2N(CCC2)C